[2H]C(C1=NC(=CC(=C1)C1=C(N=C(S1)NC(=O)N1CCC(CC1)(C)C#N)C1=CC(=CC=C1)C#N)C([2H])([2H])[2H])([2H])[2H] N-[5-[2,6-Bis(trideuteriomethyl)-4-pyridyl]-4-(3-cyanophenyl)thiazol-2-yl]-4-cyano-4-methyl-piperidin-1-carboxamid